FC(OC1=CC=C(C=C1)NN)(F)F 4-(trifluoromethoxy)phenylhydrazine